2,4,6-TrinitrobenzeneSulfonic Acid lithium [Li].[N+](=O)([O-])C1=C(C(=CC(=C1)[N+](=O)[O-])[N+](=O)[O-])S(=O)(=O)O